CN(CCCNC1=NN(C2=C1C=NC(=C2)NC=2C(NC=CN2)=O)C2=C(C=CC(=C2)F)OC)C 3-((3-((3-(dimethylamino)propyl)amino)-1-(5-fluoro-2-methoxyphenyl)-1H-pyrazolo[4,3-c]pyridin-6-yl)amino)pyrazin-2(1H)-one